CC1CCCCC(=O)N1 7-Methylcaprolactam